OC[C@H]1N(C[C@@H]2C[C@@H]2C1)C(=O)OC(C)(C)C |o1:2,5,7| tert-butyl (1R*,4S*,6R*)-4-(hydroxymethyl)-3-azabicyclo[4.1.0]heptane-3-carboxylate